2-[1-[2-(4,4-Difluorocyclohexyl)-6-methyl-4-oxo-chromen-8-yl]ethylamino]benzoic acid FC1(CCC(CC1)C=1OC2=C(C=C(C=C2C(C1)=O)C)C(C)NC1=C(C(=O)O)C=CC=C1)F